CC1=NN(C(=C1)C)C1=CC=C(C=C1)C1CN(C1)C(=O)OC(C)(C)C tert-Butyl 3-[4-(3,5-dimethylpyrazol-1-yl)phenyl]azetidine-1-carboxylate